methyl N-(chlorocarbonyl)-N-methyl-L-valinate ClC(=O)N([C@@H](C(C)C)C(=O)OC)C